FC(C=1N=C(SC1)N1CCN(CC1)S(=O)(=O)C1=CC=C(N=N1)NC(=O)C1=CC=C2C(=N1)CNC2)(F)F N-(6-((4-(4-(trifluoromethyl)thiazol-2-yl)piperazin-1-yl)sulfonyl)pyridazin-3-yl)-6,7-dihydro-5H-pyrrolo[3,4-b]pyridine-2-carboxamide